(R)-2-(5-fluoro-1-oxoisoindolin-2-yl)-N-(4-(1-methyl-1H-pyrazol-5-yl)phenyl)propenamide FC=1C=C2CN(C(C2=CC1)=O)C(C(=O)NC1=CC=C(C=C1)C1=CC=NN1C)=C